3-acetoxy-2,4-dimethylhexane C(C)(=O)OC(C(C)C)C(CC)C